N-(2-morpholinyl-5-trifluoromethylphenyl)-2-(3-methylphenoxy)propionamide N1(CCOCC1)C1=C(C=C(C=C1)C(F)(F)F)NC(C(C)OC1=CC(=CC=C1)C)=O